CN1N=C(C(=C1)C=1OC2=C(C=C(C=C2C(C1)=O)C)[C@@H](C)NC1=C(C(=O)O)C=CC=C1)C (R)-2-((1-(2-(1,3-Dimethyl-1H-pyrazol-4-yl)-6-methyl-4-oxo-4H-chromen-8-yl)ethyl)amino)benzoic acid